(1S)-1-[(1S,4aR,5R,8aS)-1-methyl-1,2,3,4,4a,5,6,7,8,8a-decahydroisoquinolin-5-yl]-2,2,2-trifluoroethanol hydrochloride Cl.C[C@@H]1NCC[C@H]2[C@@H](CCC[C@H]12)[C@@H](C(F)(F)F)O